tert-butyl (S)-2-(6-(3-methyl-1H-pyrrolo[2,3-b]pyridin-5-yl)-2-(pyrimidine-4-carbonyl)-1,2,3,4-tetrahydroisoquinolin-8-yl)pyrrolidine-1-carboxylate CC1=CNC2=NC=C(C=C21)C=2C=C1CCN(CC1=C(C2)[C@H]2N(CCC2)C(=O)OC(C)(C)C)C(=O)C2=NC=NC=C2